FC(C)(F)C1=CC=C(C=N1)C(=O)N 6-(1,1-difluoroethyl)pyridine-3-carboxamide